6-(4-chlorophenyl)-2-(1,3-dithian-2-yl)-3-(3-methoxyphenyl)-4-phenyl-4H-pyran ClC1=CC=C(C=C1)C1=CC(C(=C(O1)C1SCCCS1)C1=CC(=CC=C1)OC)C1=CC=CC=C1